tert-butyl (3-exo)-3-hydroxy-8-azabicyclo[3.2.1]octane-8-carboxylate OC1CC2CCC(C1)N2C(=O)OC(C)(C)C